CC=1C(C2=C(C=CC(=C2C(C1O)=O)OC)OC)=O 2-methyl-3-hydroxy-5,8-dimethoxy-1,4-naphthoquinone